rac-N-[(3S,4R)-4-({[(1s,4S)-4-ethylcyclohexyl]oxy}methyl)-9-methoxy-7-methyl-6-oxo-1,3,4,6-tetrahydro-2H-quinolizin-3-yl]methanesulfonamide C(C)C1CCC(CC1)OC[C@H]1[C@H](CCC2=C(C=C(C(N12)=O)C)OC)NS(=O)(=O)C |r|